tert-butyl N-(2-hydroxy-1-methylethyl)carbamate OCC(C)NC(OC(C)(C)C)=O